CSC1=NC=2CC3(CC(N(C3)C3=CC=CC=C3)=O)CCC2C(N1)=O 2-methylsulfanyl-1'-phenyl-spiro[3,5,6,8-tetrahydroquinazoline-7,4'-pyrrolidine]-2',4-dione